NCC1=CC=C(C=C1)N1CCN(CC1)C=1C(=NC2=CC(=CC(=C2N1)[C@@H](C)NC1=C(C(=O)O)C=CC=C1)C)C#N (R)-2-((1-(3-(4-(4-(aminomethyl)-phenyl)piperazin-1-yl)-2-cyano-7-methylquinoxalin-5-yl)ethyl)amino)-benzoic acid